ClC1=C(C=NC=C1Cl)N1CCN(CC1)CC=1C=C2C(N(C(C2=CC1)=O)N1C(NC(CC1)=O)=O)=O 5-((4-(4,5-dichloropyridin-3-yl)piperazin-1-yl)methyl)-2-(2,4-dioxotetrahydropyrimidin-1(2H)-yl)isoindoline-1,3-dione